2-((S)-2-amino-3-((S)-1-(4-((6-amino-2-(butylamino)-8-hydroxy-9H-purin-9-yl)methyl)phenylamino)-3-hydroxy-1-oxopropane-2-ylamino)-3-oxopropylthio)ethyl palmitate C(CCCCCCCCCCCCCCC)(=O)OCCSC[C@H](C(=O)N[C@H](C(=O)NC1=CC=C(C=C1)CN1C2=NC(=NC(=C2N=C1O)N)NCCCC)CO)N